Xanthylic acid C1=NC2=C(N1[C@H]3[C@@H]([C@@H]([C@H](O3)COP(=O)(O)O)O)O)NC(=O)NC2=O